ClC1=CC=C(NC2=C(C=NC3=CC(=C(C=C23)NC(C(=C)C2=CC=CC=C2)=O)OCC)C#N)C=C1 N-(4-(4-chloroanilino)-3-cyano-7-ethoxyquinolin-6-yl)phenylpropenamide